CP(=O)(C)C=1C=C(C(=NC1)N(C(OC(C)(C)C)=O)CC#C)OC tert-butyl (5-(dimethylphosphoryl)-3-methoxypyridin-2-yl)(prop-2-yn-1-yl)carbamate